[(4-fluorophenyl)cyclobutyl][4-(trifluoromethyl)pyrimidin-2-yl]amine FC1=CC=C(C=C1)C1(CCC1)NC1=NC=CC(=N1)C(F)(F)F